ClC1=CC=C(C=C1)C1=CC=C(C=C1)CN1CCN(CC1)CC=1C=C2C=NC(C2=CC1)=O 5-((4-((4'-chloro-[1,1'-biphenyl]-4-yl)methyl)piperazin-1-yl)methyl)-1-oxoisoindole